5-[1-[[(3R,4R)-3-hydroxytetrahydropyran-4-yl]amino]pyrido[3,4-d]pyridazin-4-yl]coumaran-4-ol O[C@H]1COCC[C@H]1NC1=C2C(=C(N=N1)C1=C(C=3CCOC3C=C1)O)C=NC=C2